C(CCCCCCCCCCCCCCCCC)(=[O+][O-])[O-].[Zr+4].C(CCCCCCCCCCCCCCCCC)(=[O+][O-])[O-].C(CCCCCCCCCCCCCCCCC)(=[O+][O-])[O-].C(CCCCCCCCCCCCCCCCC)(=[O+][O-])[O-] zirconium(IV) stearate oxide